4,4'-dicyanooxyoctafluorobiphenyl C(#N)OC1=C(C(=C(C(=C1F)F)C1=C(C(=C(C(=C1F)F)OC#N)F)F)F)F